N-(2-aminoethyl)-2-oxo-1-[cis-4-[(3-methoxy-4-methylphenyl)carbamoyl]cyclohexyl]-2,3-dihydro-1H-1,3-benzodiazole-4-carboxamide NCCNC(=O)C1=CC=CC=2N(C(NC21)=O)[C@@H]2CC[C@@H](CC2)C(NC2=CC(=C(C=C2)C)OC)=O